6-(2,4-Dimethoxypyrimidin-5-yl)-4-(3,3-dimethylcyclopent-1-en-1-yl)pyrazolo[1,5-b]pyridazine COC1=NC=C(C(=N1)OC)C=1C=C(C=2N(N1)N=CC2)C2=CC(CC2)(C)C